BrC=1C=C(C=CC1F)NC(CSC1=CC=C(C=C1)N1C(=NC2=CC=CC(=C2C1=O)F)C)=O N-(3-bromo-4-fluorophenyl)-2-((4-(5-fluoro-2-methyl-4-oxoquinazolin-3(4H)-yl)phenyl)thio)acetamide